S1C(=CC=C1)C1=CC2=C(C=N1)C(OC(O2)(C)C)=O 7-(thiophen-2-yl)-2,2-dimethyl-4H-[1,3]-dioxino[5,4-c]pyridin-4-one